C(#N)CN1C(=CC2=CC(=CC=C12)C1C2COC(C12)(C)C)C(=O)OCC ethyl 1-(cyanomethyl)-5-(2,2-dimethyl-3-oxabicyclo[3.1.0]hexane-6-yl)-1H-indole-2-carboxylate